2,3-dimethoxy-12,13-dihydro-[1,3]dioxolo[4',5':4,5]benzo[1,2-c]phenanthridine COC=1C=C2CNC=3C4=C(C=CC3C2=CC1OC)C=C1C(=C4)OCO1